N-(5-(7'-Fluoro-3'-methyl-3-morpholino-2-oxo-2',3'-dihydrospiro[cyclobutane-1,1'-pyrrolo[2,3-c]quinolin]-8'-yl)-2-(2-(isopropylamino)ethoxy)pyridin-3-yl)methanesulfonamide FC=1C(=CC=2C3=C(C=NC2C1)N(CC31C(C(C1)N1CCOCC1)=O)C)C=1C=C(C(=NC1)OCCNC(C)C)NS(=O)(=O)C